calcium 2,4,6-triisopropylbenzenesulfinic acid C(C)(C)C1=C(C(=CC(=C1)C(C)C)C(C)C)S(=O)O.[Ca]